(3,5-difluorophenyl)-N-(2-(4-methylpiperazin-1-yl)ethyl)-5-phenylAzole-4-carboxamide FC=1C=C(C=C(C1)F)C=1NC(=C(C1)C(=O)NCCN1CCN(CC1)C)C1=CC=CC=C1